4-amino-7-cyclopropyl-1-(2-fluoro-3-methylphenyl)pyrido[2,3-d]pyrimidin-2(1H)-one NC=1C2=C(N(C(N1)=O)C1=C(C(=CC=C1)C)F)N=C(C=C2)C2CC2